3-aminopropionic acid cyclohexyl ester C1(CCCCC1)OC(CCN)=O